O=C1NC(CCC1N1C(N(C2=C1C=CC=C2C#CC2CCN(CC2)C(=O)OC(C)(C)C)C)=O)=O tert-butyl 4-{2-[1-(2,6-dioxopiperidin-3-yl)-3-methyl-2-oxo-1,3-benzodiazol-4-yl]ethynyl}piperidine-1-carboxylate